Racemic-3-(2-methyl-2-nitro-propyl)tetrahydrofuran-2-one CC(C[C@H]1C(OCC1)=O)(C)[N+](=O)[O-] |r|